C(C)(=O)OCCC1CN(C2=CC=CC=C12)C(CNC1=C(C=CC(=C1)C1=NC(=NS1)C)C)=O 2-(1-((2-methyl-5-(3-methyl-1,2,4-thiadiazol-5-yl)phenyl)glycyl)indolin-3-yl)ethyl acetate